1-Bromo-2-(methoxymethoxy)-3-methyl-benzene BrC1=C(C(=CC=C1)C)OCOC